S(OC1=CC=C(C=C1)OCC1=C(C(=CC=C1F)C1=CC=NN1)F)(=O)(=O)F 4-((2,6-difluoro-3-(1H-pyrazol-5-yl)benzyl)oxy)phenyl sulfurofluoridate